1-octyldecyl 8-[3-[2-[2-[2-(2-methylsulfonyloxyethoxy)ethoxy]ethoxy]ethoxy]-2-[8-(1-octylnonoxy)-8-oxo-octoxy]propoxy]octanoate CS(=O)(=O)OCCOCCOCCOCCOCC(COCCCCCCCC(=O)OC(CCCCCCCCC)CCCCCCCC)OCCCCCCCC(=O)OC(CCCCCCCC)CCCCCCCC